bis(1,2,2,6,6-pentamethyl-4-piperidyl)-[[3,5-bis(1,1-dimethylethyl)-4-hydroxyphenyl] methyl] butyl malonate C(CC(=O)OCCCC)(=O)OC(C1=CC(=C(C(=C1)C(C)(C)C)O)C(C)(C)C)(C1CC(N(C(C1)(C)C)C)(C)C)C1CC(N(C(C1)(C)C)C)(C)C